2,6-bis((S)-4-(4-methoxyphenyl)-4,5-dihydrooxazol-2-yl)pyridine COC1=CC=C(C=C1)[C@@H]1N=C(OC1)C1=NC(=CC=C1)C=1OC[C@@H](N1)C1=CC=C(C=C1)OC